2-[[(2S,3R,4S,5S)-3-(3,4-Difluoro-2-methoxy-phenyl)-4,5-dimethyl-5-(trifluoromethyl)tetrahydrofuran-2-carbonyl]amino]pyridin-4-carboxamid FC=1C(=C(C=CC1F)[C@@H]1[C@H](O[C@@]([C@H]1C)(C(F)(F)F)C)C(=O)NC1=NC=CC(=C1)C(=O)N)OC